(2-amino-3-(3-(4-(3-fluoro-5-methoxybenzyl)benzyl)isoxazol-5-yl)pyridin-1-ium-1-yl)methyl hydrogen phosphate P(=O)(OC[N+]1=C(C(=CC=C1)C1=CC(=NO1)CC1=CC=C(C=C1)CC1=CC(=CC(=C1)OC)F)N)(O)[O-]